C(N)(OC(C(=O)NC1CCN(CC1)C1=NC(=C(C(=C1C#N)CC)C#N)SCC1=CC=C(C=C1)S(N)(=O)=O)C(C)(C)C)=O (tert-butyl 2-((1-(3,5-dicyano-4-ethyl-6-((4-sulfamoylbenzyl) thio) pyridin-2-yl) piperidin-4-yl) amino)-2-oxoethyl) carbamate